6-(4-(propan-1-yn-1-yl)-1-(1-(4-(pyrrolidin-1-yl)phenyl)ethyl)-1H-indazole-7-carboxamido)spiro[3.3]heptane-2-carboxylic acid methyl ester COC(=O)C1CC2(C1)CC(C2)NC(=O)C=2C=CC(=C1C=NN(C21)C(C)C2=CC=C(C=C2)N2CCCC2)C#CC